ClC1=C(C(=CC=C1)F)CC1=NOC(N1CC1CCC(CC1)C(F)(F)F)=O 3-[(2-chloro-6-fluorophenyl)methyl]-4-{[4-(trifluoromethyl)cyclohexyl]methyl}-1,2,4-oxadiazol-5(4H)-one